CC1(OB(OC1(C)C)C1=CC=C(C(=O)NC\C=C\CC(F)(F)F)C=C1)C (E)-4-(4,4,5,5-tetramethyl-1,3,2-dioxaborolan-2-yl)-N-(5,5,5-trifluoropent-2-en-1-yl)benzamide